(R,S)-1-(4-([1,1'-biphenyl]-3-yl)piperazin-1-yl)-2-amino-3-methoxypropan-1-one C1(=CC(=CC=C1)N1CCN(CC1)C([C@@H](COC)N)=O)C1=CC=CC=C1